COC=1C=C2C(=CC1)C(C=1C3=C(OC1C21CCC1)C=CC=C3)=O 8-methoxy-11H-spiro[benzo[b]naphtho[2,3-d]furan-6,1'-cyclobutane]-11-one